1,8-Diazabicyclo[5.4.0]undecen N12C=CCCCC2NCCC1